N=1C=NN2C1C=C(C=C2)OC2=C(C=C(C=C2)NC2=NC=NN1C2=CC(=C1)C=1C=NN2C1CN(CC2)C(C=C)=O)Cl 1-(3-(4-((4-([1,2,4]triazolo[1,5-a]pyridin-7-yloxy)-3-chlorophenyl)amino)pyrrolo[2,1-f][1,2,4]triazin-6-yl)-6,7-dihydropyrazolo[1,5-a]pyrazin-5(4H)-yl)prop-2-en-1-on